methyl 2-((4-bromo-2-fluorophenyl) amino)-1-methyl-6-oxo-4-(1-phenylvinyl)-1,6-dihydropyridine-3-carboxylate BrC1=CC(=C(C=C1)NC=1N(C(C=C(C1C(=O)OC)C(=C)C1=CC=CC=C1)=O)C)F